BrC1=NC=C2C=CC(=NC2=C1)C1=CC=CC(=N1)N1C[C@H](O[C@H](C1)C)C (2R,6S)-4-(6-(7-bromo-1,6-naphthyridin-2-yl)pyridin-2-yl)-2,6-dimethylmorpholine